1-oxaspiro(4.5)decan-8-one O1CCCC12CCC(CC2)=O